CC1=CC(=NN1)NC1=CC=2C(=NC=CN2)C(=N1)NC1CC2CCC(C1)N2CCC#N 3-((3-exo)-3-((7-((5-methyl-1H-pyrazol-3-yl)amino)pyrido[3,4-b]pyrazin-5-yl)amino)-8-azabicyclo[3.2.1]oct-8-yl)propionitrile